(1S,2S)-N-(6-(5-chloro-6-fluoro-7-(((1S,3S)-3-hydroxycyclopentyl)amino)-1H-indazol-4-yl)imidazo[1,2-a]pyrazin-2-yl)-2-fluorocyclopropane-1-carboxamide ClC=1C(=C2C=NNC2=C(C1F)N[C@@H]1C[C@H](CC1)O)C=1N=CC=2N(C1)C=C(N2)NC(=O)[C@H]2[C@H](C2)F